BrC=1SC2=C(N1)SC(=N2)O[C@@H]2C[C@H](N(CC2)C(=O)OC(C)(C)C)C |o1:10,12| tert-butyl (2R*,4S*)-4-(5-bromothiazolo[5,4-d]thiazol-2-yl)oxy-2-methyl-piperidine-1-carboxylate